2'-Chloro-N-(5-(1-(2,2-difluoroethyl)-1H-pyrazole-5-carbonyl)-5,6-dihydro-4H-pyrrolo[3,4-d]thiazol-2-yl)-5'-methoxy-6-methyl-[4,4'-bipyridine]-3-carboxamide ClC1=NC=C(C(=C1)C1=C(C=NC(=C1)C)C(=O)NC=1SC2=C(N1)CN(C2)C(=O)C2=CC=NN2CC(F)F)OC